Octadien-3-ol CCCCC=C(C=C)O